C1(=CC=CC=C1)C=1C=2N(C(=CC1)C1=CC=CC=C1)C1=C(N2)C=CC=C1 4-phenyl-1-phenylbenzo[4,5]imidazo[1,2-a]pyridine